2-allyl-6-((4-(2-fluoroethoxy)phenyl)amino)-1-(6-(piperidin-4-yloxy)pyridin-2-yl)-1,2-dihydro-3H-pyrazolo[3,4-d]pyrimidin-3-one C(C=C)N1N(C2=NC(=NC=C2C1=O)NC1=CC=C(C=C1)OCCF)C1=NC(=CC=C1)OC1CCNCC1